N-(1-(5-phenyl-1,3,4-oxadiazol-2-yl)hexadecyl)-4-methyl-aniline C1(=CC=CC=C1)C1=NN=C(O1)C(CCCCCCCCCCCCCCC)NC1=CC=C(C=C1)C